OC1CCC(CC1)NC(C1=CC(=CC=C1)CN1C=NC2=CC(=CC=C2C1=O)C=1C=NNC1C(F)(F)F)=O N-((1S,4S)-4-Hydroxycyclohexyl)-3-((4-oxo-7-(5-(trifluoromethyl)-1H-pyrazol-4-yl)quinazolin-3(4H)-yl)methyl)benzamide